[Eu].N1=CC=CC2=CC=C3C=CC=NC3=C12.N1=CC=CC2=CC=C3C=CC=NC3=C12 di-(1,10)phenanthroline europium